CC(C#CO)(CCC)C dimethyl-1-hexynol